7-nitronaphthalenedicarboxylic anhydride [N+](=O)([O-])C=1C=CC2=CC=C3C(=C2C1)C(=O)OC3=O